(1-fluoro-3-hydroxy-7-{[1-(methanesulfonyl)azetidin-3-yl]amino}naphthalen-2-yl)-1λ6,2,5-thiadiazolidine-1,1,3-trione FC1=C(C(=CC2=CC=C(C=C12)NC1CN(C1)S(=O)(=O)C)O)N1S(NCC1=O)(=O)=O